ClC=1C=C2C=C(NC2=CC1C1=NC=C(N=C1)OC)CNC(=O)C1CC(C1)O N-{[5-chloro-6-(5-methoxy-2-pyrazinyl)-2-indolyl]methyl}(1s,3s)-3-hydroxycyclobutanecarboxamide